C(C)(C)N1C2=NC(=NC(=C2N=C1)NCCC1=CC=C(C=C1)O)N1C(=NC=C1)C 4-(2-(9-isopropyl-2-(2-methyl-1H-imidazol-1-yl)-9H-purin-6-ylamino)ethyl)phenol